OC1=C(C2=NC=CC=C2S1)C(=O)OC Methyl 2-hydroxythieno[3,2-b]pyridine-3-carboxylate